2-[6-[(4aS,8aR)-6-methyl-3,4a,5,7,8,8a-hexahydro-2H-pyrido[4,3-b][1,4]oxazin-4-yl]pyridazin-3-yl]-3-ethyl-5-(trifluoromethyl)phenol CN1C[C@H]2[C@H](OCCN2C2=CC=C(N=N2)C2=C(C=C(C=C2CC)C(F)(F)F)O)CC1